C(C1=CC=CC=C1)OC1=CC(=C2C(C=C(OC2=C1)C1=CC=C(C=C1)F)=O)C1=C(C=CC(=C1)C)S(=O)(=O)O 7-benzyloxy-4-oxo-2-(4-fluorophenyl)-4H-chromen-5-yl-p-methylbenzenesulfonic acid